butyl 2-(2-bromoethyl)piperidine-1-carboxylate BrCCC1N(CCCC1)C(=O)OCCCC